1-methylquinoxalin CN1CC=NC2=CC=CC=C12